CCCCCC/C=C\CCCCCCCC(=O)OC[C@H](COP(=O)(O)OC[C@@H](C(=O)O)N)OC(=O)CCCCCCC/C=C\C/C=C\CCCC 1-(9Z-hexadecenoyl)-2-(9Z,12Z-heptadecadienoyl)-glycero-3-phosphoserine